(hydroxymethyl)tetrahydro-2H-pyran OCC1OCCCC1